4-(6-dimethylamino-1-methylquinazolin-2,4[1H,3H]-dione-3-yl)-L-phenylalanine methyl ester COC([C@@H](N)CC1=CC=C(C=C1)N1C(N(C2=CC=C(C=C2C1=O)N(C)C)C)=O)=O